2-chloro-6-(4-chloro-2-fluoro-phenyl)pyrimidine-4-carboxylic acid methyl ester COC(=O)C1=NC(=NC(=C1)C1=C(C=C(C=C1)Cl)F)Cl